4-(9H-carbazol-9-yl)-8-(dibenzofuran-2-yl)-[1]benzofuro-[3,2-d]pyrimidine C1=CC=CC=2C3=CC=CC=C3N(C12)C=1C2=C(N=CN1)C1=C(O2)C=CC(=C1)C1=CC2=C(OC3=C2C=CC=C3)C=C1